FC(C1=C(C=CC(=N1)S(=O)(=O)Cl)F)F 6-(difluoromethyl)-5-fluoropyridine-2-sulfonyl chloride